xanthine hydride [H-].N1C(=O)NC=2N=CNC2C1=O